ClC=1C=C(C(=O)N2CC=3C(=NN4C3C(N(CCC4)CC4=NC=CC=C4)=O)CC2)C=CC1Cl 2-(3,4-dichlorobenzoyl)-10-(pyridin-2-ylmethyl)-1,2,3,4,7,8,9,10-octahydro-11H-pyrido[4',3':3,4]pyrazolo[1,5-a][1,4]diazepin-11-one